FC(C(C)NC1=CC=C(C=C1)C=1CCN(CC1)C(=O)OC(C)(C)C)(F)F tert-Butyl 4-(4-((1,1,1-trifluoropropan-2-yl)amino)phenyl)-3,6-dihydropyridine-1(2H)-carboxylate